ClC1=CC=C2C(=C1)NC([C@]21[C@H]([C@@H](N[C@H]1CC(CF)(C)C)C(=O)NC1=C(C=C(C(=O)O)C=C1)OC)C1=C(C(=CC=C1)Cl)F)=O |r| Racemic-4-[(2'R,3R,3'S,5'S)-6-chloro-3'-(3-chloro-2-fluoro-phenyl)-5'-(3-fluoro-2,2-dimethyl-propyl)-2-oxo-spiro[indoline-3,4'-pyrrolidine]-2'-carbonyl]amino-3-methoxy-benzoic acid